(3-(5-(3-Cis-(trifluoromethoxy)cyclobutyl)-1,3,4-oxadiazol-2-yl)bicyclo[1.1.1]pent-1-yl)carbamic acid tert-butyl ester C(C)(C)(C)OC(NC12CC(C1)(C2)C=2OC(=NN2)C2(CCC2)OC(F)(F)F)=O